3-[6-Amino-8-(5-iodo-2,3-dihydro-benzofuran-6-ylsulfanyl)-purin-9-yl]-propane-1-sulfonic acid cyclopropylamide C1(CC1)NS(=O)(=O)CCCN1C2=NC=NC(=C2N=C1SC1=CC2=C(CCO2)C=C1I)N